6-chloro-N-[5-(2-fluoroethoxy)-4-methoxy-pyrimidin-2-yl]-1H-pyrrolo[2,3-b]pyridine-3-sulfonamide ClC1=CC=C2C(=N1)NC=C2S(=O)(=O)NC2=NC=C(C(=N2)OC)OCCF